(R)-4-((8-(1-cyanopiperidin-4-yl)-7-ethyl-5-methyl-6-oxo-5,6,7,8-tetrahydropteridin-2-yl)amino)-N-ethyl-3-methoxybenzamide C(#N)N1CCC(CC1)N1[C@@H](C(N(C=2C=NC(=NC12)NC1=C(C=C(C(=O)NCC)C=C1)OC)C)=O)CC